C(#N)C1=C(C=C(C=C1C1CC1)CC(=O)NC1(CCCCC1)C(=O)O)C1CC1 1-[2-(4-cyano-3,5-dicyclopropylphenyl)-acetamido]cyclohexanecarboxylic acid